NCC1(CCN(CC1)C1=NN2C(S1)=NC=C2C2=C(C=C(C=C2)F)OC(F)(F)F)O 4-(aminomethyl)-1-(5-(4-fluoro-2-(trifluoromethoxy)phenyl)imidazo[2,1-b][1,3,4]thiadiazol-2-yl)piperidin-4-ol